C(#N)C1=CC=C(S1)COC1=CC=CC(=N1)C1=CC(=C(CC2=NC3=C(N2C[C@H]2OCC2)C=C(C=C3)C(=O)O)C=C1F)F (S)-2-(4-(6-((5-cyanothiophen-2-yl)methoxy)pyridin-2-yl)-2,5-difluorobenzyl)-1-(oxetan-2-ylmethyl)-1H-benzo[d]imidazole-6-carboxylic acid